O1C(=CC2=C1C=CC=C2)C(/C=C/C2=CC(=C(OC(C(=O)OC(C)(C)C)(C)C)C(=C2)C)C)=O tert-butyl (E)-2-(4-(3-(benzofuran-2-yl)-3-oxoprop-1-en-1-yl)-2,6-dimethyl phenoxy)-2-methylpropanoate